ClC=1C(=C(C=CC1)CN1[C@@H]2[C@H](C[C@H]1CC2)NC(OC(C)(C)C)=O)C(=C)C |r| tert-butyl N-[rac-(1S,2S,4R)-7-[(3-chloro-2-isopropenyl-phenyl)methyl]-7-azabicyclo[2.2.1]heptan-2-yl]carbamate